C(CCCCCCCCCCCCCCC)(=O)OC[C@@H](O)COP(=O)(O)O 1-hexadecanoyl-sn-glycero-3-phosphate